FC1=C(C=C(C=C1)C=CC(=O)N)O 3-(4-fluoro-3-hydroxyphenyl)acrylamide